FC1=C(OC2=CC(=NC=C2)NC(C)=O)C=CC(=C1)[N+](=O)[O-] N-(4-(2-fluoro-4-nitrophenoxy)pyridin-2-yl)acetamide